C1(CCCC1)C1=CC=C(C=C1)NC(C1=C(C=CC(=C1)[N+](=O)[O-])SC1=NN=NN1C1CC1)=O N-(4-cyclopentylphenyl)-2-[(1-cyclopropyl-1H-1,2,3,4-tetrazol-5-yl)sulfanyl]-5-nitrobenzamide